piperidine HCl salt Cl.N1CCCCC1